BrC=1C=NN2C1N(CC(C2)CNC(OCCCC)=O)C2=CC=C(C=C2)C(F)(F)F butyl ((3-bromo-4-(4-(trifluoromethyl)phenyl)-4,5,6,7-tetrahydropyrazolo[1,5-a]pyrimidin-6-yl)methyl)carbamate